ClC1=C(CN2C(=NC3=C2C=CC(=C3)OC)CC(C(=O)OC)(C)C)C=CC=C1 methyl 3-(1-(2-chlorobenzyl)-5-methoxy-1H-benzo[d]imidazol-2-yl)-2,2-dimethylpropionate